benzotrifluoride-ethanol C=1(C(=CC=CC1)CCO)C(F)(F)F